N-((1S,2R)-2-(6-fluoro-2,3-dimethylphenyl)-1-(5-oxo-4,5-dihydro-1,3,4-oxadiazol-2-yl)propyl)-1H-benzo[d][1,2,3]triazole-5-sulfonamide FC1=CC=C(C(=C1[C@H]([C@@H](C=1OC(NN1)=O)NS(=O)(=O)C1=CC2=C(NN=N2)C=C1)C)C)C